5-Bromo-3-nitro-2-(((1R,2S)-2-(2-oxo-1,2-dihydroquinoline-4-carboxamido)cyclohexyl)amino)benzoic acid BrC=1C=C(C(=C(C(=O)O)C1)N[C@H]1[C@H](CCCC1)NC(=O)C1=CC(NC2=CC=CC=C12)=O)[N+](=O)[O-]